C(CCCC)[Sn](N(C)C)(N(C)C)N(C)C n-PENTYLTRIS(DIMETHYLAMINO)tin